C(C)C1=CC2=C(CCO[C@]23C[C@@H](N(CC3)C(=O)OC(C)(C)C)C)S1(=O)=O tert-butyl (2'S,4R)-2-ethyl-2'-methyl-1,1-dioxo-spiro[6,7-dihydrothieno[3,2-c]pyran-4,4'-piperidine]-1'-carboxylate